C(C)(C)(C)OC(NC[C@@H](CC)N)=O (R)-(2-aminobutyl)carbamic acid tert-butyl ester